N-Isopropyl-3-(7-methyl-5-oxo-1-thioxo-1,2-dihydro-[1,2,4]triazolo[4,3-a]quinazolin-4(5H)-yl)propanamide C(C)(C)NC(CCN1C=2N(C3=CC=C(C=C3C1=O)C)C(NN2)=S)=O